[1,3]dioxole-5-thiol O1COC=C1S